[N+](=O)(OCCC1CN(C1)S(=O)(=O)C1=CC(=C(C=C1)OCC)C1=NN2C(C(N1)=O)=C(N=C2CCC)C)[O-] 2-(1-((4-ethoxy-3-(5-methyl-4-oxo-7-propyl-3,4-dihydroimidazo[5,1-f][1,2,4]triazin-2-yl)phenyl)sulfonyl)azetidin-3-yl)ethyl nitrate